5-methyl-2-(propan-2-yl)cyclohexane-1-ol CC1CCC(C(C1)O)C(C)C